C(C)(C)(C)NC(N(CC=C(C1=CC=CC=C1)C1=CC=CC=C1)[C@@H](C(=O)OC)C1=CC=CC=C1)=O methyl (R)-2-(3-(tert-butyl)-1-(3,3-diphenylallyl)ureido)-2-phenylacetate